(S)-4-(7-((1S,2R,4R)-bicyclo[2.2.1]hept-2-yl)-5-(2-oxopyrrolidin-1-yl)-7H-pyrrolo[2,3-d]pyrimidin-4-yl)-3-methylpiperazine-1-carboxylic acid tert-butyl ester C(C)(C)(C)OC(=O)N1C[C@@H](N(CC1)C=1C2=C(N=CN1)N(C=C2N2C(CCC2)=O)[C@H]2[C@H]1CC[C@@H](C2)C1)C